CC\C=C\CCCCCCCCCCCC Trans-3-Hexadecene